C(C1=CC=CC=C1)(=O)O[C@H]1[C@H]2[C@@H](C/C=C/C(CS[C@H]([C@@H]([C@H]1OC(C1=CC=CC=C1)=O)OC(C1=CC=CC=C1)=O)O2)CO)N[S@](=O)C(C)(C)C (1R,8R,9R,10S,11S,12R,E)-8-(((R)-tert-butylsulfinyl)amino)-4-(hydroxymethyl)-13-oxa-2-thiabicyclo[7.3.1]tridec-5-ene-10,11,12-triyl tribenzoate